FC=1C=C(C=CC1NC1=NC=C(C(=N1)C=1C=NN(C1)CCO)C(F)(F)F)S(=O)(=O)N 3-fluoro-4-((4-(1-(2-hydroxyethyl)-1H-pyrazol-4-yl)-5-(trifluoromethyl)pyrimidin-2-yl)amino)benzenesulfonamide